ClC1=C(C=CC(=N1)NN1C(C(=C(C1=O)C)CCC1(OCCO1)C)=O)C(F)(F)F 1-{[6-Chloro-5-(trifluoromethyl)(2-pyridyl)]amino}-4-methyl-3-[2-(2-methyl(1,3-dioxolan-2-yl))ethyl]azoline-2,5-dione